C(CC)C1=C(C(=CC(=C1)C(C)(C)C1=CC=CC=C1)CCC)O 2,6-dipropyl-4-cumylphenol